1-((S)-1-(cis-5-(2-bromo-5-cyanophenyl)-2-oxo-1-oxa-3,4-diazaspiro[5.5]undec-4-en-9-yl)prop-2-yl)-3-cyclopropylurea BrC1=C(C=C(C=C1)C#N)C1=NNC(OC12CCC(CC2)C[C@H](C)NC(=O)NC2CC2)=O